3-(6-(7-(4-(dimethylcarbamoyl)phenyl)-5H-pyrrolo[2,3-b]pyrazin-2-yl)-8-methyl-3,4-dihydroisoquinolin-2(1H)-yl)propanoic acid CN(C(=O)C1=CC=C(C=C1)C1=CNC2=NC=C(N=C21)C=2C=C1CCN(CC1=C(C2)C)CCC(=O)O)C